(S)-2-(benzofuran-2-carboxamido)-N1-(1-(2-(2-adamantylamino)-2-oxoethyl)-2-oxo-1,2-dihydropyridin-3-yl)-N6-methyl-5-oxohexanediamide O1C(=CC2=C1C=CC=C2)C(=O)N[C@H](C(=O)NC=2C(N(C=CC2)CC(=O)NC2C1CC3CC(CC2C3)C1)=O)CCC(C(=O)NC)=O